FC(C=1C(=CC(=C2NC(C=3N(C12)C(=NN3)C)(C)C)F)C=3C=1N(C=CC3)N=CC1)F 9-(difluoro-methyl)-6-fluoro-1,4,4-trimethyl-8-pyrazolo[1,5-a]pyridin-4-yl-5H-[1,2,4]triazolo[4,3-a]quinoxaline